IC1=C(C(=CC(=C1)I)I)NC(C=C)=O N-(2,4,6-triiodophenyl)-2-propenamide